CC=1SC=C(N1)CC(=O)NN 2-(2-methyl-1,3-thiazol-4-yl)acetohydrazide